S1C=C(C=C1)C1=C(C=CC=C1)B(O)O 2-(THIOPHEN-3-YL)PHENYLBORONIC ACID